C(C1=CC=CC=C1)(C1=CC=CC=C1)N1CN(C=2C1=NC=C(C2)Br)CCOC 3-benzhydryl-6-bromo-1-(2-methoxyethyl)-1,3-dihydro-2H-imidazo[4,5-b]Pyridine